C(#N)C1=C(C=CC(=C1)NS(=O)(=O)CCC)C1=C2C(=NC(=C1)NC(=O)C1CC1)NC=C2 N-(4-(2-cyano-4-(propylsulfonylamino)phenyl)-1H-pyrrolo[2,3-b]pyridin-6-yl)cyclopropylcarboxamide